N-(cis-2-(((cis-4-isopropylcyclohexyl)oxy)methyl)-1-(pyrrolidin-1-ylcarbonyl)piperidin-3-yl)methanesulfonamide C(C)(C)[C@H]1CC[C@H](CC1)OC[C@@H]1N(CCC[C@@H]1NS(=O)(=O)C)C(=O)N1CCCC1